ClC=1C=C2C(=CC1)NC(C21CCN(CC1)CCOC1=CC=C(C=C1)S(=O)(=O)C(F)F)=O 5-chloro-1'-[2-(4-difluoromethanesulfonylphenoxy)ethyl]-1,2-dihydrospiro[indole-3,4'-piperidin]-2-one